4H,5H,6H,7H-thieno[3,2-c]pyridin S1C=CC=2CNCCC21